O1COC2=C1C=CC(=C2)[C@@H]2[C@H]([C@@H](N(C2)CCN(S(=O)(=O)CCCCC)CCC)C2=CC(=C(C=C2)OC)F)C(=O)O (2R,3R,4S)-4-(2H-1,3-benzodioxol-5-yl)-2-(3-fluoro-4-methoxyphenyl)-1-[2-(N-propylpentane-1-sulfonamido)ethyl]pyrrolidine-3-carboxylic acid